2-[5-[methyl-(1-methyl-4-piperidyl)amino]thiazolo[5,4-d]thiazol-2-yl]-[1-(trideuteriomethyl)pyrazol-4-yl]phenol hydrochloride Cl.CN(C=1SC2=C(N1)SC(=N2)C2=C(C=CC=C2C=2C=NN(C2)C([2H])([2H])[2H])O)C2CCN(CC2)C